6-(2-fluoro-6-methoxyphenyl)-N-(3-methyl-4-(4-methylpiperazin-1-yl)phenyl)pyrimido[5,4-c][2,6]naphthyridin-2-amine FC1=C(C(=CC=C1)OC)C1=NC2=C(C=3C=NC=CC13)N=C(N=C2)NC2=CC(=C(C=C2)N2CCN(CC2)C)C